NC1=NC(=CC(=N1)N1[C@@H](COCCC1)C1=C(C=C(C=C1)NC(C(C)(C)O)=O)Cl)C |r| (+/-)-N-(4-(4-(2-amino-6-methylpyrimidin-4-yl)-1,4-oxazepan-3-yl)-3-chlorophenyl)-2-hydroxy-2-methylpropanamide